BrC=1C=C(C(=NC1OC1CC2=CC=CC=C2C1)C)C(=N)N(C)CC (5-bromo-6-indan-2-yloxy-2-methyl-3-pyridinyl)-N-ethyl-N-methyl-formamidine